COC1=CC=C(CN2CC3=CC=CC=C3C=N2)C=C1 2-(4-methoxybenzyl)phthalazin